N1C=2C(C=C1)=COC2 Furano[3,4-b]pyrrole